OCCNCC1=CC=C(C=C1)NC1=NC=C(C(=N1)NCC=1C(=NC=CC1)N(S(=O)(=O)C)C)C(F)(F)F N-{3-[({2-[(4-{[(2-hydroxyethyl)amino]methyl}phenyl)amino]-5-(trifluoromethyl)pyrimidin-4-yl}amino)methyl]pyridin-2-yl}-N-methylmethane-sulfonamide